1-(4-((3-methyl-4-(pyridin-3-yloxy)phenyl)amino)-5,6-dihydropyrido[4',3':4,5]thieno[2,3-d]pyrimidin-7(8H)-yl)prop-2-en-1-one CC=1C=C(C=CC1OC=1C=NC=CC1)NC=1C2=C(N=CN1)SC1=C2CCN(C1)C(C=C)=O